(S)-(2-methylpiperazin-1,4-diyl)bis((2-fluoro-4-methoxyphenyl)methanone) C[C@@H]1N(CCN(C1)C(=O)C1=C(C=C(C=C1)OC)F)C(=O)C1=C(C=C(C=C1)OC)F